6-[bis(4-methoxyphenyl)amino]-1-ethyl-2-[(1E)-2-(quinoline-3-yl)vinyl]benzo[cd]indole COC1=CC=C(C=C1)N(C=1C=2C3=C(C(N(C3=CC1)CC)\C=C\C=1C=NC3=CC=CC=C3C1)C=CC2)C2=CC=C(C=C2)OC